cobalt (III) triacetate C(C)(=O)[O-].C(C)(=O)[O-].C(C)(=O)[O-].[Co+3]